N1(N=CN=C1)C1=C(CNC2=C3N=CN(C3=NC(=N2)N2CCC(CC2)N)C(C)C)C=CC=C1 N-(2-(1H-1,2,4-triazol-1-yl)benzyl)-2-(4-aminopiperidin-1-yl)-9-isopropyl-9H-purin-6-amine